FC1=NC(=CC=C1C=1CCN(CC1)CC1CC=2NC(C(=CC2CO1)C=C)=O)C(=O)NC 2-Fluoro-N-methyl-1'-((2-oxo-3-vinyl-1,5,7,8-tetrahydro-2H-pyrano[4,3-b]pyridin-7-yl)methyl)-1',2',3',6'-tetrahydro-[3,4'-bipyridine]-6-carboxamide